2-methoxycyclohexyl 3-hydroxy-2-(hydroxymethyl)-2-methylpropionate OCC(C(=O)OC1C(CCCC1)OC)(C)CO